calcium urea NC(=O)N.[Ca]